NC=1C=C(CCN2[C@H](O[C@@H](C2=O)C)C=2C(=NN(C2)C2=CC=C(C=C2)Br)C2=CC=C(C=C2)F)C=C(C1)F (2R,5R)-3-(3-amino-5-fluorophenethyl)-2-(1-(4-bromophenyl)-3-(4-Fluorophenyl)-1H-pyrazol-4-yl)-5-methyloxazolidin-4-one